FC=1C=CC(=NC1)O[C@@H]1CC[C@@H](N(C1)CC1=CN=C(S1)NC(C)=O)C N-(5-(((2S,5R)-5-((5-fluoropyridin-2-yl)oxy)-2-methylpiperidin-1-yl)methyl)thiazol-2-yl)acetamide